tert-butyl 6-[[1-(trifluoromethyl)cyclopropanecarbonyl]amino]-2-azaspiro[3.3]heptane-2-carboxylate FC(C1(CC1)C(=O)NC1CC2(CN(C2)C(=O)OC(C)(C)C)C1)(F)F